[Cl-].[Cl-].C[Si](=[Ti+2](C1(C(=C(C(=C1)C)C)C)C)NC(C)(C)C)C dimethylsilylene(N-t-butylamino)(tetramethylcyclopentadienyl)titanium dichloride